O=C1NCCC2=C1SC(=C2)CNC(OC(C)(C)C)=O tert-butyl ((7-oxo-4,5,6,7-tetrahydrothieno[2,3-c]pyridin-2-yl)methyl)carbamate